C1(CC1)NC1CN(CC1)C=1C(=NC=CN1)C(=O)NC1=CC2=C(N=C(O2)C)C=C1F [3-(cyclopropylamino)pyrrolidin-1-yl]-N-(5-fluoro-2-methyl-1,3-benzoxazol-6-yl)pyrazine-2-carboxamide